Tert-butyl (22e)-carbamate C(N)(OC(C)(C)C)=O